N-(6-(7-acetyl-5,6,7,8-tetrahydroimidazo[1,2-a]pyrazin-3-yl)-2-methoxypyridin-3-yl)-5-methyl-3-phenylisoxazole-4-carboxamide C(C)(=O)N1CC=2N(CC1)C(=CN2)C2=CC=C(C(=N2)OC)NC(=O)C=2C(=NOC2C)C2=CC=CC=C2